ClC=1C=C(C=CC1F)NC(=O)C1=C(N=CN1C)C1CC2CC(CC2C1)(O)C1=CC(=NN1CC)N1C(=CC=C1C)C N-(3-Chloro-4-fluorophenyl)-4-(5-(3-(2,5-dimethyl-1H-pyrrol-1-yl)-1-ethyl-1H-pyrazol-5-yl)-5-hydroxyoctahydropentalen-2-yl)-1-methyl-1H-imidazole-5-carboxamide